5-[125I]iododeoxyuridine [125I]C=1C(NC(N([C@H]2C[C@H](O)[C@@H](CO)O2)C1)=O)=O